tert-butyl (3S)-3-[(5-amino-3-fluoro-2-pyridyl)oxy]pyrrolidine-1-carboxylate NC=1C=C(C(=NC1)O[C@@H]1CN(CC1)C(=O)OC(C)(C)C)F